Cl.N[C@H](C(=O)OC)CCCC Methyl (S)-2-aminohexanoate hydrochloride